2-(2-cyanophenyl)thiazole-5-carboxylic acid C(#N)C1=C(C=CC=C1)C=1SC(=CN1)C(=O)O